FC1=CC(CCC1)C1=C(C=C(C=C1O)CCCCC)O 2-(3-Fluorocyclohex-2-en-1-yl)-5-pentylbenzene-1,3-diol